C1(CC1)C=1C=C(C=C(C1)CN1C[C@H](N[C@H](C1)C)C)C1=C(C(=NC(=N1)N)C1=CNC2=CC(=CC=C12)C)F (3-cyclopropyl-5-(((3r,5s)-3,5-dimethylpiperazin-1-yl)methyl)phenyl)-5-fluoro-4-(6-methyl-1H-indol-3-yl)pyrimidin-2-amine